ClC1=CC=2C(=NSN2)C=C1F 5-chloro-6-fluorobenzo[c][1,2,5]thiadiazole